2-(2,6-dimethylpyridin-4-yl)-3-isopropyl-5-(1-methylpiperidin-4-yl)-1H-indole CC1=NC(=CC(=C1)C=1NC2=CC=C(C=C2C1C(C)C)C1CCN(CC1)C)C